(S)-N-(1-(4-(4-isopropyl-5-(8-methyl-[1,2,4]triazolo[1,5-a]pyridin-6-yl)-1H-pyrazol-3-yl)phenyl)ethyl)-N-methyl-2-(methyl(3,3,3-trifluoropropyl)amino)acetamide C(C)(C)C=1C(=NNC1C=1C=C(C=2N(C1)N=CN2)C)C2=CC=C(C=C2)[C@H](C)N(C(CN(CCC(F)(F)F)C)=O)C